2-{[(2R,7aS)-2-fluoro-hexahydro-1H-pyrrolizin-7a-yl]methoxy}-7-chloro-8-fluoro-5-methoxy-N,N-dimethylpyrido[4,3-d]pyrimidin-4-amine F[C@@H]1C[C@@]2(CCCN2C1)COC=1N=C(C2=C(N1)C(=C(N=C2OC)Cl)F)N(C)C